FC1=C(C=CC(=C1)C(F)(F)F)NC(=O)[C@H]1[C@@H]([C@H](CCC1)C1=CC(=C(C=C1)C(F)(F)F)C=1OC(=NN1)C)C(=O)O |r| rac-(1R,2R,6S)-2-((2-fluoro-4-(trifluoromethyl)phenyl)carbamoyl)-6-(3-(5-methyl-1,3,4-oxadiazol-2-yl)-4-(trifluoromethyl)phenyl)cyclohexane-1-carboxylic acid